FC=1C(=CC2=C(CC(O2)C=2C=C(C#N)C=CC2)C1)C 3-(5-fluoro-6-methyl-2,3-dihydrobenzofuran-2-yl)benzonitrile